1,5-diazabicyclo-(4.3.0)nonene N12C=CCNC2CCC1